C(#N)C1=CC=C(C=C1)OB(O)O (4-cyanophenyl)Boric acid